BrC=1C=NN(C1N)C1CC1 4-bromo-1-cyclopropyl-1H-pyrazol-5-amine